2-Cyano-5-(trifluoromethyl)benzoic acid C(#N)C1=C(C(=O)O)C=C(C=C1)C(F)(F)F